C1N(CCC2=CC=CC=C12)CC1=CC(C(=CO1)OCC1CC2(CN(C2)C(=O)OC(C)(C)C)C1)=O tert-butyl 6-(((6-((3,4-dihydroisoquinolin-2(1H)-yl) methyl)-4-oxo-4H-pyran-3-yl) oxy) methyl)-2-azaspiro[3.3]heptane-2-carboxylate